(Z)-1-(2-(difluoromethyl)-4-(1-(4-(trifluoromethoxy)phenyl)-1H-1,2,4-triazol-3-yl)phenyl)-3-(3-(5-(dimethylamino)-2-isopropylphenyl)-4-oxothiazolidin-2-ylidene)urea FC(C1=C(C=CC(=C1)C1=NN(C=N1)C1=CC=C(C=C1)OC(F)(F)F)NC(=O)\N=C\1/SCC(N1C1=C(C=CC(=C1)N(C)C)C(C)C)=O)F